OCC(=O)NC=1N=C2N(N=C(C=C2)C=2C=C(C(=NC2)OC)NC(=O)N2OCC[C@H]2C2=CC=CC=C2)C1 (S)-N-(5-(2-(2-hydroxyacetamido)imidazo[1,2-b]pyridazin-6-yl)-2-methoxypyridin-3-yl)-3-phenylisoxazolidine-2-carboxamide